COC1=C(C(=CC2=C1C1=C(C(CC2)=O)C=C(C=C1)OC)OC)OC 5,6-Dihydro-1,2,3,9-tetramethoxy-7H-dibenzo[a,c]cycloheptene-7-one